5-((1-(1H-imidazol-1-yl)-2-carbonyl-1,2-dihydropyridin-3-yl)amino)-N-((1R,2S)-2-fluorocyclopropyl)-7-(methylamino)pyrazolo[1,5-a]pyrimidine-3-carboxamide N1(C=NC=C1)N1C(C(=CC=C1)NC1=NC=2N(C(=C1)NC)N=CC2C(=O)N[C@H]2[C@H](C2)F)=C=O